C(CCCCCCCCCCC)N(CCO)CCCCCCCC\C=C/C\C=C/CCCCC 2-(dodecyl-((9Z,12Z)-octadec-9,12-dien-1-yl)amino)ethan-1-ol